C(C)N(CC)C(C(C)(C)N)(N(CC)CC)N(CC)CC tris(diethylamino)t-butylamine